2-chloro-N-(5-chloro-6-(2H-1,2,3-triazol-2-yl)pyridin-3-yl)-4-(3-cyanopyridin-4-yl)-5-fluorobenzamide ClC1=C(C(=O)NC=2C=NC(=C(C2)Cl)N2N=CC=N2)C=C(C(=C1)C1=C(C=NC=C1)C#N)F